6-(3-amino-6-bromo-5-fluoropyrazin-2-yl)isoquinolin-1(2H)-one NC=1C(=NC(=C(N1)F)Br)C=1C=C2C=CNC(C2=CC1)=O